1-((3,3-difluorocyclopentyl)methyl)-3-(1,1-difluoroethyl)-N-(2-(methylsulfonyl)pyridin-4-yl)-4-(trifluoromethyl)-1H-pyrazole-5-carboxamide FC1(CC(CC1)CN1N=C(C(=C1C(=O)NC1=CC(=NC=C1)S(=O)(=O)C)C(F)(F)F)C(C)(F)F)F